selenious acid hydrate O.[Se](=O)(O)O